2-((3-bromo-2-chlorobenzyl)oxy)-4,6-dimethoxypyrimidine-5-carbaldehyde BrC=1C(=C(COC2=NC(=C(C(=N2)OC)C=O)OC)C=CC1)Cl